O=C(CC(=O)O)CC(=O)O β-ketoglutaric acid